4-(4-(6-amino-5-(5-benzyl-1,3,4-oxadiazol-2-yl)pyridin-3-yl)-1H-pyrazol-1-yl)piperidine-1-carboxylic acid tert-butyl ester C(C)(C)(C)OC(=O)N1CCC(CC1)N1N=CC(=C1)C=1C=NC(=C(C1)C=1OC(=NN1)CC1=CC=CC=C1)N